IC1=C(C(=CC=C1OC)OC)C1=CC=CC=C1 2'-iodo-3',6'-dimethoxybiphenyl